6-chloro-7-methoxyindoline-2,3-dione ClC1=CC=C2C(C(NC2=C1OC)=O)=O